C1(CCC1)CN1C(N(CC12CCC(CC2)(C2=CC=CC=C2)N(C)C)C=2C=NC(=CC2C)C(F)(F)F)=O CIS-1-(cyclobutyl-methyl)-8-dimethylamino-3-[4-methyl-6-(trifluoromethyl)-pyridin-3-yl]-8-phenyl-1,3-diazaspiro[4.5]decan-2-one